O(S(=O)(=O)C(F)(F)F)C1=CC=2C(=NC=NC2CC1)N1C[C@@H](CCC1)NC(=O)OCC1=CC=CC=C1 (R)-4-(3-(((benzyloxy) carbonyl) amino) piperidin-1-yl)-7,8-dihydro-quinazolin-6-yl triflate